FC1=CC(=C(C(=O)O)C=C1)[Se]C1=NC(=CC(=N1)OC)OC 4-fluoro-2-((4,6-dimethoxypyrimidin-2-yl)seleno)benzoic acid